2-methacryloylthio-n-butylthio-5-n-butylthio-1,3,4-thiadiazole C(C(=C)C)(=O)SC(CSC=1SC(=NN1)SCCCC)CC